CC1=CNC=2N=C(N=CC21)NC=2N=CN(C2)C2=CC(=C(C(=C2)OC)OC)OC 5-methyl-N-(1-(3,4,5-trimethoxyphenyl)-1H-imidazol-4-yl)-7H-pyrrolo[2,3-d]pyrimidin-2-amine